3-methoxy-6-(tetrahydro-pyran-4-yl)-benzene-1,2-diamine COC1=C(C(=C(C=C1)C1CCOCC1)N)N